(((((2R,3S)-3-((5-fluoro-2-(2-methoxy-7-methylquinoxalin-5-yl) benzo[d]thiazol-6-yl) oxy) but-2-yl) oxy) carbonyl) amino) pyridine-2-carboxylate N1=C(C=CC=C1)C(=O)ONC(=O)O[C@H](C)[C@H](C)OC1=CC2=C(N=C(S2)C2=C3N=CC(=NC3=CC(=C2)C)OC)C=C1F